CNC1=C(C=C(C(=C1)Br)F)F N-methyl-5-bromo-2,4-difluoroaniline